7-chloro-1-(3-chloro-1,2,4-thiadiazol-5-yl)-5-methyl-4-oxo-1,4-dihydro-1,8-naphthyridine-3-carboxylic acid ClC1=CC(=C2C(C(=CN(C2=N1)C1=NC(=NS1)Cl)C(=O)O)=O)C